(R)-5-(1-aminoethyl)-7-methyl-2,3-dihydropyrrolo[2,1-b]quinazolin-9(1H)-one N[C@H](C)C1=CC(=CC=2C(N3C(=NC12)CCC3)=O)C